ClC=1C(=CC(=C(C1)NC(CN1C=2N(C(C(=C1CC)N1CCN(CC1)C(C1=NC=CC=C1O)=O)=O)N=C(N2)C=2CCOCC2)=O)C)CC N-(5-chloro-4-ethyl-2-methylphenyl)-2-(2-(3,6-dihydro-2H-pyran-4-yl)-5-ethyl-6-(4-(3-hydroxypicolinoyl)piperazin-1-yl)-7-oxo-[1,2,4]triazolo[1,5-a]pyrimidin-4(7H)-yl)acetamide